(2S,5S)-5-methyl-N-[(S)-phenyl[5-(propan-2-yl)pyridin-2-yl]methyl]-1-[2-(1H-1,2,3-triazol-5-yl)acetyl]pyrrolidine-2-carboxamide C[C@H]1CC[C@H](N1C(CC1=CN=NN1)=O)C(=O)N[C@H](C1=NC=C(C=C1)C(C)C)C1=CC=CC=C1